CC1=CC=2N(C=C1C1CCN(CC1)S(=O)(=O)C1=CN=C3N1CCCC3)N=CN2 7-methyl-6-(1-((5,6,7,8-tetrahydroimidazo[1,2-a]pyridin-3-yl)sulfonyl)piperidin-4-yl)-[1,2,4]triazolo[1,5-a]pyridine